2-methyl-4'-(methylmercapto)-2-morpholinopropiophenone CC(C(=O)C1=CC=C(C=C1)SC)(C)N1CCOCC1